8-methoxy-9-(1-methyl-1H-pyrazol-3-yl)-1-(2,2,2-trifluoroethyl)-5,6-dihydroimidazo[5,1-a]isoquinoline-3-carboxylic acid COC=1C=C2CCN3C(C2=CC1C1=NN(C=C1)C)=C(N=C3C(=O)O)CC(F)(F)F